C1(CC1)NS(=O)(=O)C1=CC(=CC=C1)OC[C@H](CNC1COC2(C1)CCN(CC2)S(=O)(=O)C2=CC1=CC=CC=C1C=C2)O N-cyclopropyl-3-((2S)-2-hydroxy-3-(8-(naphthalen-2-ylsulfonyl)-1-oxa-8-azaspiro[4.5]decan-3-ylamino)propoxy)benzenesulfonamide